N1(CCC1)C(=O)N1[C@H]([C@H](CC1)NC(C(=O)N(C)C)=O)CC=1N=C(SC1)C1=CC(=CC=C1)F N~2~-[(2S,3S)-1-(azetidine-1-carbonyl)-2-{[2-(3-fluorophenyl)-1,3-thiazol-4-yl]methyl}pyrrolidin-3-yl]-N~1~,N~1~-dimethylethanediamide